C(C)(C)(CC)OOC1(CCCCC1)OOC(C)(C)CC 1,1-di-(t-amylperoxy)-cyclohexane